N-(4-fluoro-3-methylphenyl)-2,3,6,6-tetramethyl-4-oxo-2,4,5,6,7,8-hexahydropyrrolo[3,4-c]azepine-1-carboxamide FC1=C(C=C(C=C1)NC(=O)C=1N(C(=C2C(NC(CCC21)(C)C)=O)C)C)C